O[C@H]1[C@@H](O[C@H]([C@@H]1O)CO)N1C=2N=C(NC(C2N=C1)=O)NCC(C)C 9-((2R,3R,4R,5S)-3,4-Dihydroxy-5-(hydroxymethyl)tetrahydrofuran-2-yl)-2-(isobutylamino)-1,9-dihydro-6H-purin-6-one